3-((6-bromoisochroman-8-yl)methyl)-8-methyl-3,8-diazabicyclo[3.2.1]Octane BrC=1C=C2CCOCC2=C(C1)CN1CC2CCC(C1)N2C